7-bromo-2-methylimidazo[2,1-f][1,2,4]triazin-4-amine BrC1=CN=C2C(=NC(=NN21)C)N